9,9-DIETHYLFLUORENE-2-BORONIC ACID C(C)C1(C2=CC=CC=C2C=2C=CC(=CC12)B(O)O)CC